bis[1,3-dimethyl-3-(tert-amylperoxy) butyl] carbonate C(OC(CC(C)(OOC(C)(C)CC)C)C)(OC(CC(C)(OOC(C)(C)CC)C)C)=O